indium-tin hydroxide [Sn](O)(O)(O)O.[In]